12,12,13,13,14,14,15,15,15-Nonafluoropentadecyl (tert-butoxycarbonyl)-L-phenylalaninate C(C)(C)(C)OC(=O)N[C@@H](CC1=CC=CC=C1)C(=O)OCCCCCCCCCCCC(C(C(C(F)(F)F)(F)F)(F)F)(F)F